C(O)O carbonous acid